2-(4-acetyl-2-((4-(aminomethyl)-6H-benzo(c)chromen-9-yl)methoxy)phenyl)acetic acid methyl ester COC(CC1=C(C=C(C=C1)C(C)=O)OCC1=CC2=C(COC3=C(C=CC=C23)CN)C=C1)=O